2-aminothiazolo[5,4-b]pyridin-5-ol NC=1SC2=NC(=CC=C2N1)O